N[C@H](C)C=1C=C(C=C(C1F)C(F)F)NC([O-])=O (R)-(3-(1-Aminoethyl)-5-(difluoromethyl)-4-fluorophenyl)carbamate